NC([C@H](C[C@H]1C(N([C@@H]2C[C@H]12)C(=O)OC(C)(C)C)=O)NC(=O)OC(C)(C)C)=O tert-butyl (1R,4R,5R)-4-((S)-3-amino-2-((tert-butoxycarbonyl) amino)-3-oxopropyl)-3-oxo-2-azabicyclo[3.1.0]hexane-2-carboxylate